C1=CC2(C3=NC=4C=CC=CC4C(N31)=O)CCC2 spiro[cyclobutane-1,3'-pyrrolo[2,1-b]quinazolin]-9'-one